[N+](=O)([O-])C1=CC=C(C=C1)C1=C(C=2C(N(CCC2N1)C(=O)OC(C)(C)C)=O)NC1=CC=CC=C1 tert-butyl 2-(4-nitrophenyl)-4-oxo-3-(phenylamino)-1,4,6,7-tetrahydro-5H-pyrrolo[3,2-c]pyridine-5-carboxylate